OC(CN(C(CCC(=O)N(CC(C)O)CC(C)O)=O)CC(C)O)C N,N,N',N'-tetrakis(2-hydroxypropyl)butanediamide